4-((5-(4,4-difluoropiperidine-1-carbonyl)-3-(trifluoromethyl)pyridin-2-yl)oxy)benzonitrile FC1(CCN(CC1)C(=O)C=1C=C(C(=NC1)OC1=CC=C(C#N)C=C1)C(F)(F)F)F